6-cyano-N-(4-((6,7-dimethoxyquinolin-4-yl)oxy)-3-fluorophenyl)-1-(4-fluorophenyl)-5-isopropyl-2-oxo-1,2-dihydropyridine-3-carboxamide C(#N)C1=C(C=C(C(N1C1=CC=C(C=C1)F)=O)C(=O)NC1=CC(=C(C=C1)OC1=CC=NC2=CC(=C(C=C12)OC)OC)F)C(C)C